(5-amino-2-fluorophenyl)azetidine-3-carbonitrile NC=1C=CC(=C(C1)N1CC(C1)C#N)F